ClC=1C(=C(C=CC1)C=1N(C(=C(N1)C)C(=O)OCC)O)F ethyl 2-(3-chloro-2-fluorophenyl)-1-hydroxy-4-methyl-1H-imidazole-5-carboxylate